N-2-Aminoethyl-3-aminopropyltriethoxysilane NCCNCCC[Si](OCC)(OCC)OCC